(E)-3-(4-hydroxyphenyl)acrylic acid OC1=CC=C(C=C1)/C=C/C(=O)O